Osmium germanide [GeH3-].[Os+4].[GeH3-].[GeH3-].[GeH3-]